2,2-bis(4-hydroxyphenyl)-1-phenyl-1H-indol-3-one OC1=CC=C(C=C1)C1(N(C2=CC=CC=C2C1=O)C1=CC=CC=C1)C1=CC=C(C=C1)O